C1(CCC1)N(CCC(=O)N1CC2CCC(C1)N2C2=CC=C(C=N2)C#N)CC2=CC=CC=1N2N=CN1 6-(3-{3-[cyclobutyl({[1,2,4]triazolo[1,5-a]pyridin-5-yl}methyl)amino]propanoyl}-3,8-diazabicyclo[3.2.1]octan-8-yl)pyridine-3-carbonitrile